6-amino-6-deoxy-D-glucose NC[C@H]([C@H]([C@@H]([C@H](C=O)O)O)O)O